N[C@@H](C(=O)NC1CC1)CCCOC1=C(C(=C(C=C1)Cl)Cl)CC=1C=NN2C1N=CN=C2N (R)-2-amino-5-(2-((4-aminopyrazolo[1,5-a][1,3,5]triazin-8-yl)methyl)-3,4-dichlorophenoxy)-N-cyclopropylpentanamide